N-(4-methylthiazol-2-yl)benzamide CC=1N=C(SC1)NC(C1=CC=CC=C1)=O